dimethyl (E)-2-(3-methoxyallylidene)malonate CO/C=C/C=C(C(=O)OC)C(=O)OC